FC=1C(C(C=CC1C1=NC=CC(=N1)C)C1=C(NC(=C1C1=C(C=C(C=C1)[N+](=O)[O-])C)C)C(=O)[O-])=O 3-(3-Fluoro-4-(4-methylpyrimidin-2-yl) oxo-phenyl)-5-methyl-4-(2-methyl-4-nitro-phenyl)-1H-pyrrole-2-carboxylate